CC1([C@@H](N2[C@H](S1)[C@@H](C2=O)NC(=O)CC3=CC=CC=C3)C(=O)O)C The molecule is a penicillin in which the substituent at position 6 of the penam ring is a phenylacetamido group. It has a role as an antibacterial drug, an epitope and a drug allergen. It is a penicillin allergen and a penicillin. It is a conjugate acid of a benzylpenicillin(1-).